NCCC[C@@H](C(N[C@@H]([C@H](CC)C)C(NC)=O)=O)NC(OC(C)(C)C)=O tert-butyl N-[(1S)-4-amino-1-{[(1S,2S)-2-methyl-1-(methylcarbamoyl)butyl]-carbamoyl}butyl]carbamate